N-[4-(1-{[5-(propan-2-yl)pyridin-2-yl]carbonyl}piperidin-4-yl)butyl]imidazo[1,2-a]pyridine-6-carboxamide CC(C)C=1C=CC(=NC1)C(=O)N1CCC(CC1)CCCCNC(=O)C=1C=CC=2N(C1)C=CN2